C(C)(C)(C)OC(=O)N1N=C(C2=CC=C(C=C12)[C@@H]1C[C@@]12C(N(C1=CC=C(C=C21)OC)C(=O)OC(C)(C)C)=O)NC2=NC(=CN=C2OC)C2COC2 tert-butyl (1R,2S)-2-[1-(tert-butoxycarbonyl)-3-{[3-methoxy-6-(oxetan-3-yl)pyrazin-2-yl]amino}indazol-6-yl]-5'-methoxy-2'-oxospiro[cyclopropane-1,3'-indole]-1'-carboxylate